OCCOC(=O)NCCCCCNC(=O)OCCO 1,5-Bis-(2-hydroxy-ethoxycarbonylamino)-pentane